[Ti].O water Titanium